6-bromo-8-methyl-1,5-dioxo-1,5-dihydro-2H-spiro[imidazo[1,5-a]pyridine-3,4'-piperidine]-1'-carboxylic acid tert-butyl ester C(C)(C)(C)OC(=O)N1CCC2(CC1)NC(C=1N2C(C(=CC1C)Br)=O)=O